FC=1C=C(C=CC1F)NC(=O)C=1N(C(=C2C(NC(CCC21)(C=2N=NN(C2)C)C)=O)C)C N-(3,4-difluorophenyl)-2,3,6-trimethyl-6-(1-methyl-1H-1,2,3-triazol-4-yl)-4-oxo-2,4,5,6,7,8-hexahydropyrrolo[3,4-c]azepine-1-carboxamide